N-(2-(4-(4-cyclopropylpiperazine-1-yl)piperidine-1-yl)-5-((6-((R)-3-(3,5-difluorophenyl)isoxazolidine-2-yl)pyrimidine-4-yl)amino)-4-fluorophenyl)acrylamide C1(CC1)N1CCN(CC1)C1CCN(CC1)C1=C(C=C(C(=C1)F)NC1=NC=NC(=C1)N1OCC[C@@H]1C1=CC(=CC(=C1)F)F)NC(C=C)=O